bis(2-hydroxy-3,5-dichlorophenyl) sulfide OC1=C(C=C(C=C1Cl)Cl)SC1=C(C(=CC(=C1)Cl)Cl)O